(S)-1-(4-(trifluoromethyl)phenyl)ethan-1-amine FC(C1=CC=C(C=C1)[C@H](C)N)(F)F